2-((2-(4-fluorophenyl)-5-methyl-1H-imidazol-1-yl)methyl)phenol FC1=CC=C(C=C1)C=1N(C(=CN1)C)CC1=C(C=CC=C1)O